CC=1C=C(C=O)C=C(C1)C 3,5-dimethyl-benzaldehyde